2-(4-(2,2-difluorovinyl)phenyl)benzo[d]thiazole FC(=CC1=CC=C(C=C1)C=1SC2=C(N1)C=CC=C2)F